ClC=1C=CC(=NC1)[C@@]1(OC2=C(O1)C=CC=C2C2CCN(CC2)CC2=NC1=C(N2C[C@H]2OCC2)C=C(C=C1OCC1COC1)C(=O)O)C 2-((4-((S)-2-(5-chloropyridin-2-yl)-2-methylbenzo[d][1,3]dioxol-4-yl)piperidin-1-yl)methyl)-1-(((S)-oxetan-2-yl)methyl)-4-(oxetan-3-ylmethoxy)-1H-benzo[d]imidazole-6-carboxylic acid